C(C1=CC=CC=C1)N1N=NC(=C1)CNC(=O)C=1N=C2SC=CN2C1 N-((1-benzyl-1H-1,2,3-triazol-4-yl)methyl)imidazo[2,1-b]thiazole-6-carboxamide